C1(CC1)CCN(C1=C2CN(C(C2=CC=C1)=O)C1C(NC(CC1)=O)=O)C1CCC(CC1)N1CC(CC1)F 3-{4-[(2-cyclopropylethyl)[(1s,4s)-4-(3-fluoropyrrolidin-1-yl)cyclohexyl]amino]-1-oxo-3H-isoindol-2-yl}piperidine-2,6-dione